1-(2-(4-(((3aR,5s,6aS)-2-(cyanomethyl)octahydrocyclopenta[c]pyrrol-5-yl)-amino)-1H-pyrrolo[2,3-b]pyridin-5-yl)thiazol-5-yl)cyclopentane-1-carboxylic acid C(#N)CN1C[C@@H]2[C@H](C1)CC(C2)NC2=C1C(=NC=C2C=2SC(=CN2)C2(CCCC2)C(=O)O)NC=C1